(S)-Ethyl 2-(2-(3-(5-(((S)-1-cyclopropylethyl) carbamoyl)-1-(2-hydroxyethyl)-1H-pyrazol-3-yl) phenyl) oxazole-5-carboxamido)-3-methylbutyrate C1(CC1)[C@H](C)NC(=O)C1=CC(=NN1CCO)C=1C=C(C=CC1)C=1OC(=CN1)C(=O)N[C@H](C(=O)OCC)C(C)C